C12C(C3CC(CC(C1)C3)C2)O Tricyclo[3.3.1.1(3,7)]decan-2-ol